3'-[(2-cyanoethyl)-(N,N-diisopropyl)]Phosphoramidite CC(C)N(C(C)C)P(OCCC#N)O[C@H]1C[C@@H](O[C@@H]1COC(C2=CC=CC=C2)(C3=CC=C(C=C3)OC)C4=CC=C(C=C4)OC)N5C=C(C(=O)NC5=O)/C=C/C(=O)NCCCCCCNC(=O)C(F)(F)F